(R)-tert-butyl 3-(3-formyl-4-nitrophenoxy)-2-hydroxy-propionate C(=O)C=1C=C(OC[C@H](C(=O)OC(C)(C)C)O)C=CC1[N+](=O)[O-]